Methyl 1-(1,3-dimethyl-1H-indazol-7-yl)-5-[3-(2,2-dimethylpropoxy)phenyl]-1H-pyrazole-3-carboxylate CN1N=C(C2=CC=CC(=C12)N1N=C(C=C1C1=CC(=CC=C1)OCC(C)(C)C)C(=O)OC)C